Cl.ClC1=C(C=C(C(=C1)[N+](=O)[O-])Cl)N1CCNCC1 1-(2,5-dichloro-4-nitrophenyl)piperazine hydrochloride